iodophosphine IP